O([C@@H]1[C@@H](O)[C@@H](O)[C@H](O)[C@H](O1)CO)C1=CC=CC=C1 phenyl alpha-D-mannopyranoside